C1(CC1)N(C(OC(C)(C)C)=O)C1CCNCC1 tert-Butyl cyclopropyl(piperidin-4-yl)carbamate